1-eicosanoyl-2-(13Z-eicosenoyl)-sn-glycero-3-phosphocholine CCCCCCCCCCCCCCCCCCCC(=O)OC[C@H](COP(=O)([O-])OCC[N+](C)(C)C)OC(=O)CCCCCCCCCCC/C=C\CCCCCC